FC1=C(C(=CC=C1)F)COCC(=C)C 1,3-DIFLUORO-2-(((2-METHYLALLYL)OXY)METHYL)BENZENE